(2S)-2-[({4-[7-(aminocarbonyl)-2H-indazol-2-yl]phenyl}amino)carbonyl]pyrrolidinium trifluoroacetate FC(C(=O)[O-])(F)F.NC(=O)C1=CC=CC2=CN(N=C12)C1=CC=C(C=C1)NC(=O)[C@H]1[NH2+]CCC1